FC(CCC)(CCCCCCCCCCCCCC#CC(F)(F)F)F 4,4,20,20,20-Pentafluoroeicosa-18-yn